(2R)-N,N-diethyl-2-(1-naphthyloxy)propanamide C(C)N(C([C@@H](C)OC1=CC=CC2=CC=CC=C12)=O)CC